(butylthio)-carbonyl sulfide C(CCC)SC(=O)SC(=O)SCCCC